3,5-Dimethyloxazole-4-sulfonic acid-3-formylphenyl ester C(=O)C=1C=C(C=CC1)OS(=O)(=O)C=1N(COC1C)C